C(OCN1C(N(C=C(C1=O)F)[C@H]1C[C@@H]2OP(OC[C@H]2O1)(=O)O)=O)(OC(C)C)=O (5-fluoro-3-((4aR,6R,7aS)-2-hydroxy-2-oxidotetrahydro-4H-furo[3,2-d][1,3,2]dioxaphosphinin-6-yl)-2,6-dioxo-3,6-dihydropyrimidin-1(2H)-yl)methyl isopropyl carbonate